amino-3,4-dihydronaphthalen-1(2H)-one NC1C(C2=CC=CC=C2CC1)=O